CN1C=NC=2C1=C1C(=[N+](C2)[O-])C=CS1 1-methyl-1H-imidazo[4,5-d]thieno[3,2-b]pyridine-5-oxide